(Z)-5-(2-Fluoro-6-methoxyphenyl)-3-(1-((1-methyl-1H-pyrazol-4-yl)amino)ethylidene)-1H-pyrrolo[2,3-c]pyridin-2(3H)-one FC1=C(C(=CC=C1)OC)C=1C=C/2C(=CN1)NC(\C2=C(\C)/NC=2C=NN(C2)C)=O